(2R,3S,4R,5R)-5-(4-Acetamido-2-carbonyl-pyrimidin-1(2H)-yl)-3,4-dihydroxytetrahydrofuran-2-yl methyl triphosphate sodium salt [Na+].O(P(OC)(=O)OP(=O)([O-])OP(=O)([O-])[O-])[C@H]1O[C@H]([C@@H]([C@@H]1O)O)N1C(N=C(C=C1)NC(C)=O)=C=O.[Na+].[Na+]